BrCC=1N(C2=CC=C(C=C2C1CBr)Cl)C(=O)OC(C)(C)C tert-Butyl 2,3-bis(bromomethyl)-5-chloro-1H-indole-1-carboxylate